C(N)(OCCC(C)NC(=O)OC(C)(C)C)=O (3-((tert-butoxycarbonyl) amino) butyl) carbamate